3-[5-fluoro-2-(4-morpholinoanilino)pyrimidin-4-yl]-1-methyl-indol-6-amine FC=1C(=NC(=NC1)NC1=CC=C(C=C1)N1CCOCC1)C1=CN(C2=CC(=CC=C12)N)C